1-methyl-6-(5-(1-methyl-1H-pyrazol-5-yl)-3-(1H-pyrazol-5-yl)-1-(2,2,2-Trifluoroethyl)-1H-pyrazolo[4,3-b]pyridin-7-yl)pyridin-2(1H)-one CN1C(C=CC=C1C1=C2C(=NC(=C1)C1=CC=NN1C)C(=NN2CC(F)(F)F)C2=CC=NN2)=O